BrC(CS(=O)(=O)C1=CC=CC=C1)C1=C(C=CC=C1)C1=CC=CC=C1 (1-bromo-2-(benzenesulfonyl)ethyl)-1,1'-biphenyl